O1CCN(CC1)C1=CC=C(C=N1)NC1=NN2C(C=CC=C2OC=2C=C(C=CC2)NC(C=C)=O)=N1 N-(3-(2-(6-morpholinopyridin-3-ylamino)-[1,2,4]triazolo[1,5-a]pyridin-5-yloxy)phenyl)acrylamide